N(N)C1=NC=C(C=C1Cl)Cl 2-hydrazino-3,5-dichloropyridine